CC1(CC(OC=C1)CC(C)C)O 4-methyl-2-(2-methylpropyl)-2h-pyran-4-ol